C(C)NC(=O)N1CCC2(OCCN3C2=CC(=N3)C=3C=C2C(=NC3)NC=C2C)CC1 N-ethyl-2'-(3-methyl-1H-pyrrolo[2,3-b]pyridin-5-yl)-6',7'-dihydrospiro[piperidine-4,4'-pyrazolo[5,1-c][1,4]oxazine]-1-carboxamide